tert-butyl N-(3-amino-2-hydroxy-propyl)-N-[3-(tertbutoxycarbonylamino)propyl]carbamate NCC(CN(C(OC(C)(C)C)=O)CCCNC(=O)OC(C)(C)C)O